Cl.F[C@H]1COCC[C@@H]1N (3R,4S)-3-fluorotetrahydro-2H-pyran-4-amine hydrochloride